C(C)(=O)ONC(=N)C=1C=C(SC1)[C@@H](C)NC(=O)[C@H]1N(C[C@@H](C1)C1=CC=CC=C1)C(CNC(C1=CC=C(C=C1)OC1=CC=CC=C1)=O)=O (2S,4S)-N-((R)-1-(4-(N-acetoxycarbamimidoyl)thiophen-2-yl)ethyl)-1-((4-phenoxybenzoyl)glycyl)-4-phenylpyrrolidine-2-carboxamide